(3-piperidinyl)methanesulfonamide N1CC(CCC1)CS(=O)(=O)N